5-Fluoro-N-(2-hydroxypropyl)-4-[4-methyl-5-oxo-3-(prop-2-yl)-4,5-dihydro-1H-1,2,4-triazol-1-yl]-2-{[(2S)-4-methylpent-2-yl]oxy}benzamide FC=1C(=CC(=C(C(=O)NCC(C)O)C1)O[C@@H](C)CC(C)C)N1N=C(N(C1=O)C)C(C)C